ClC=1C=C(C=C2C(=NC=NC12)N(C)C(C)C=1N(N=CN1)C1=NC=C(C=C1)F)C(F)(F)F 8-chloro-N-[1-[2-(5-fluoro-2-pyridyl)-1,2,4-triazol-3-yl]ethyl]-N-methyl-6-(trifluoromethyl)quinazolin-4-amine